5-(3-aminopiperidine-1-carbonyl)indolin-2-one NC1CN(CCC1)C(=O)C=1C=C2CC(NC2=CC1)=O